C(CCCCCCCCN=C=O)N=C=O tetramethylenepentamethylene diisocyanate